methoxyethyl (methyl) carbonate C(OCCOC)(OC)=O